(2S,5R)-2,5-diethyl-4-(1-(2-methoxyquinoxalin-6-yl)ethyl)piperazine C(C)[C@@H]1NC[C@H](N(C1)C(C)C=1C=C2N=CC(=NC2=CC1)OC)CC